CN1C(=CNS1)C1=NC2=C(N1CC=1C=NC=CC1)C=CC=C2 5-methyl-4-[1-(pyridin-3-ylmethyl)benzimidazol-2-yl]-1,2,5-thiadiazole